(1,2,4-oxadiazol-3-yl)methanol O1N=C(N=C1)CO